COC([C@@H](CC1=CC=CC=C1)N)=O (2R)-2-amino-3-phenyl-propionic acid methyl ester